3-(((4-chloro-2,3,5,6-tetrafluorophenoxy)methyl)thio)-5-(chloromethyl)-5-methyl-4,5-dihydroisoxazole ClC1=C(C(=C(OCSC2=NOC(C2)(C)CCl)C(=C1F)F)F)F